CN1C=C(C(=C1)C)C(=O)OC methyl 1,4-dimethyl-1H-pyrrole-3-carboxylate